2-(1H-imidazol-5-yl)thioacetamide tert-butyl-(3R,4R)-3-amino-4-((4-(trifluoromethyl)benzyl)oxy)pyrrolidine-1-carboxylate C(C)(C)(C)OC(=O)N1C[C@H]([C@@H](C1)OCC1=CC=C(C=C1)C(F)(F)F)N.N1C=NC=C1CC(=S)N